Cl.N[C@@H](CC1=CNC=N1)C(=O)O HISTIDINE HYDROCHLORIDE